5-Chloro-2-(1H-pyrazol-4-yl)[1,2,4]triazolo[1,5-c]quinazoline ClC1=NC=2C=CC=CC2C=2N1N=C(N2)C=2C=NNC2